[(1R,2S,4R)-4-{[5-({5-chloro-4-[(1R)-1-(3-chlorophenyl)-1-hydroxyethyl]-2-thienyl}carbonyl)pyrimidin-4-yl]amino}-2-hydroxycyclopentyl]methyl sulfamate S(N)(OC[C@@H]1[C@H](C[C@@H](C1)NC1=NC=NC=C1C(=O)C=1SC(=C(C1)[C@](C)(O)C1=CC(=CC=C1)Cl)Cl)O)(=O)=O